P(=O)(OC1=C2C(=CNC2=CC=C1)CCN(C)C)(O)O [3-[2-(Dimethylamino)ethyl]-1H-indol-4-yl] dihydrogen phosphate